BrC=1C(=C(C=CC1)NC(CNC1CC1)=O)F N-(3-bromo-2-fluorophenyl)-2-(cyclopropylamino)acetamide